caproyl-taurine C(CCCCC)(=O)NCCS(=O)(=O)O